N-(4-(3-amino-6-(1-isobutyrylpiperidin-4-yl)-1H-indazol-4-yl)phenyl)-5-(4-fluorophenyl)-4-hydroxy-2,6-dimethylnicotinamide NC1=NNC2=CC(=CC(=C12)C1=CC=C(C=C1)NC(C1=C(N=C(C(=C1O)C1=CC=C(C=C1)F)C)C)=O)C1CCN(CC1)C(C(C)C)=O